Cl.N1CCC(CC1)C(=O)N1CC2(C1)CCC2 piperidin-4-yl(2-azaspiro[3.3]heptane-2-yl) ketone hydrochloride